tert-butyl (2-(2-(2,3-dichloro-4-(2-methylenebutanoyl)-phenoxy)acetamido)ethyl)carbamate ClC1=C(OCC(=O)NCCNC(OC(C)(C)C)=O)C=CC(=C1Cl)C(C(CC)=C)=O